C(C1=CC=CC=C1)(C1=CC=CC=C1)N1CC(N(C(C1)C)C(=O)C=1C(=C2CN(C(C2=CC1)=O)C1C(NC(CC1)=O)=O)F)C 3-(5-(4-benzhydryl-2,6-dimethylpiperazine-1-carbonyl)-4-fluoro-1-oxoisoindolin-2-yl)piperidine-2,6-dione